2-Methyl-5-((4-(piperidin-1-yl)-3-(trifluoromethyl)phenyl)amino)isoindolin-1-one CN1C(C2=CC=C(C=C2C1)NC1=CC(=C(C=C1)N1CCCCC1)C(F)(F)F)=O